FC=1C=C(C=CC1)N1C(NC(C(C1=O)=CC=1OC(=CC1)[N+](=O)[O-])=O)=S 1-(3-fluorophenyl)-5-((5-nitrofuran-2-yl)methylene)-2-thioxodihydropyrimidine-4,6(1H,5H)-dione